CNC=1C=NC(=CC1)OC=1C=NC(=CC1)C1=CC=CC=C1 n-methyl-6-((6-phenylpyridin-3-yl)oxy)pyridin-3-amine